dimethoxytetraethylphenol COOC1=C(C(=C(C(=C1OC)CC)CC)CC)CC